4-[5-(6-bromopyridin-2-yl)-1H-pyrazol-3-yl]-N-methylaniline BrC1=CC=CC(=N1)C1=CC(=NN1)C1=CC=C(NC)C=C1